N1CCC(CC1)C1=CC=2C(=NC=CN2)N(C1=O)CC1=NC(=CN=C1)C(F)(F)F 7-(piperidin-4-yl)-5-((6-(trifluoromethyl)pyrazin-2-yl)methyl)pyrido[2,3-b]pyrazin-6(5H)-one